3-(2-amino-benzooxazol-5-yl)-1-(2,2-dimethyl-butyl)-1H-pyrazolo[3,4-d]pyrimidine-4,6-diamine NC=1OC2=C(N1)C=C(C=C2)C2=NN(C1=NC(=NC(=C12)N)N)CC(CC)(C)C